2-(7-((2s,5r)-2,5-diethyl-4-(1-(quinoxalin-6-yl)ethyl)piperazin-1-yl)-4-(2-hydroxyethyl)-5-oxo-4,5-dihydro-2H-pyrazolo[4,3-b]pyridin-2-yl)acetonitrile C(C)[C@@H]1N(C[C@H](N(C1)C(C)C=1C=C2N=CC=NC2=CC1)CC)C=1C=2C(N(C(C1)=O)CCO)=CN(N2)CC#N